CC1CC2(NC(C1)C2)C(=O)O trans-3-methyl-6-azabicyclo[3.1.1]heptane-1-carboxylic acid